C(C)(C)(C)OC(=O)N(C/C=C/C=1C=C2C(=NC1)NC([C@@]21CC2=C(C=NC(=C2)C(=O)OC(C)C)C1)=O)C isopropyl (R,E)-5'-(3-((tert-butoxycarbonyl) (methyl) amino) prop-1-en-1-yl)-2'-oxo-1',2',5,7-tetrahydrospiro[cyclopenta[c]pyridine-6,3'-pyrrolo[2,3-b]pyridine]-3-carboxylate